Methyl 2-{6-cyclopropyl-4-[4-fluoro-2-(4-methyl-1,2,4-triazol-3-yl)phenyl]pyridin-2-yl}-7-methyl-1,3-benzoxazole-5-carboxylate C1(CC1)C1=CC(=CC(=N1)C=1OC2=C(N1)C=C(C=C2C)C(=O)OC)C2=C(C=C(C=C2)F)C2=NN=CN2C